(2-hydroxyethyl)phenylphosphonic acid OCCC1=C(C=CC=C1)P(O)(O)=O